C(CCCCCCCCCCCCC)C(C(=O)N)CCCCCCCCCCCCCC ditetradecylacetamide